[Au].N Ammonia gold